4-(4-fluoro-3-methyl-phenyl)-3-isopropyl-quinolin-7-ol FC1=C(C=C(C=C1)C1=C(C=NC2=CC(=CC=C12)O)C(C)C)C